2-bromo-4-methoxy-6-cyanopyridine BrC1=NC(=CC(=C1)OC)C#N